CC1=C(C(C(=O)N)=C(C=C1)C)C(=O)N 3,6-Dimethylphthalamide